C(C1=CC(C(=O)F)=CC=C1)(=O)F isophthalic acid fluoride